C(C)(=O)NC1=C(C=C(C=C1)NC1=NC(=NC(=N1)NNC(=O)OC)SCCC(=O)O)O 3-((4-((4-acetamido-3-hydroxyphenyl)amino)-6-(2-(methoxycarbonyl)hydrazineyl)-1,3,5-triazin-2-yl)thio)propanoic acid